tert-butyl (R)-2-(4-(4-chlorophenyl)-2,3,9-trimethyl-6H-thieno[3,2-f][1,2,4]triazolo[4,3-a][1,4]diazepin-6-yl)acetate ClC1=CC=C(C=C1)C1=N[C@@H](C=2N(C3=C1C(=C(S3)C)C)C(=NN2)C)CC(=O)OC(C)(C)C